P(=O)(OCCOCCCCCCCCCCCCCCCCCC)(O)O 2-(Octadecyloxy)ethyl dihydrogen phosphate